6-Nonenoic acid C(CCCCC=CCC)(=O)O